6-(3-amino-5-fluoro-6-(4-(4-isopropylpiperazin-1-yl)phenyl)pyrazin-2-yl)-4-methylisoquinolin-1(2H)-one NC=1C(=NC(=C(N1)F)C1=CC=C(C=C1)N1CCN(CC1)C(C)C)C=1C=C2C(=CNC(C2=CC1)=O)C